9-Chloro-5-((1-methylpyrrolidin-2-yl)methoxy)-2-(piperazin-1-yl)pyrimido[5,4-c]quinoline ClC1=CC=2C3=C(C(=NC2C=C1)OCC1N(CCC1)C)C=NC(=N3)N3CCNCC3